C(C)OC(CCC(=O)C1=NC(=CC(=C1O)C#N)CC1=C(C=C(C=C1Cl)OC(F)(F)F)Cl)=O 4-[4-Cyano-6-(2,6-dichloro-4-trifluoromethoxy-benzyl)-3-hydroxy-pyridin-2-yl]-4-oxo-butyric acid ethyl ester